C(#N)C=1C=CC(=NC1)N1CCN(CC1)C1=CC=C(C=C1)NC(C1=CN=C(C=C1)OC)=O N-(4-(4-(5-Cyanopyridin-2-yl)piperazin-1-yl)phenyl)-6-methoxynicotinamid